C1N(CCC2=CC=CC=C12)C[C@H](CN1CC(OC2=C(C1=O)C=CC(=N2)OC2CCN(CC2)CCO)(C)C)O 4-[(2R)-3-(3,4-dihydro-1H-isoquinolin-2-yl)-2-hydroxy-propyl]-8-[[1-(2-hydroxyethyl)-4-piperidyl]oxy]-2,2-dimethyl-3H-pyrido[3,2-f][1,4]oxazepin-5-one